C1=CC=CC=2C3=CC=CC=C3C(C12)N(CC(=O)O)C(=O)OC 2-(9H-fluoren-9-yl-methoxycarbonyl-amino)acetic acid